5-({4-[(2S)-2-(4-chloro-2-fluorophenyl)-2-methyl-1,3-benzodioxol-4-yl]piperidin-1-yl}methyl)-6-methylpyrazine-2-carbonitrile ClC1=CC(=C(C=C1)[C@@]1(OC2=C(O1)C=CC=C2C2CCN(CC2)CC=2N=CC(=NC2C)C#N)C)F